(R)-4-(3-hydroxy-2-oxopyrrolidin-1-yl)piperidine-1-carboxylic acid tert-butyl ester C(C)(C)(C)OC(=O)N1CCC(CC1)N1C([C@@H](CC1)O)=O